2-{[4-(4-amino-2-fluorophenoxy)-1-(2-methoxy-5-methylphenyl)pyrazolo[3,4-b]Pyridin-3-yl]Amino}propan-1-ol NC1=CC(=C(OC2=C3C(=NC=C2)N(N=C3NC(CO)C)C3=C(C=CC(=C3)C)OC)C=C1)F